3-(2-hydroxyethoxy)-1-(piperazin-1-yl)propan-1-one OCCOCCC(=O)N1CCNCC1